FC1=CC=C(C=C1)C(C)O 1-(4'-fluorophenyl)ethanol